1-Methyl-4-(3-((3-(methylamino)-1-phenylpropoxy)methyl)phenyl)-1,2,3,4-tetrahydro-5H-pyrido[3,4-e][1,4]diazepin-5-one CN1CCN(C(C2=C1C=NC=C2)=O)C2=CC(=CC=C2)COC(CCNC)C2=CC=CC=C2